C(C1=CC=CC=C1)O[C@@](C(=O)NNC(OC(C)(C)C)=O)(CCCOC[C@H](C)O[Si](C)(C)C(C)(C)C)C(F)(F)F tert-Butyl N-[[(2R)-2-benzyloxy-5-[(2S)-2-[tert-butyl(dimethyl)silyl]oxypropoxy]-2-(trifluoromethyl)pentanoyl]amino]carbamate